tert-butyl (R)-((1-(2-oxo-4-(o-tolyl)-2H-chromene-7-carbonyl)pyrrolidin-3-yl)methyl)carbamate O=C1OC2=CC(=CC=C2C(=C1)C1=C(C=CC=C1)C)C(=O)N1C[C@H](CC1)CNC(OC(C)(C)C)=O